3-(hydroxymethyl)-4-(trifluoromethoxy)benzaldehyde OCC=1C=C(C=O)C=CC1OC(F)(F)F